C(C)(=O)OOCCCCCN(NC1=C(C=CC(=C1)C=1C(=NOC1C)C)C)C1=CC=C(C=C1)N1C=NN=C1 (5-((4-(1H-1,3,4-triazol-1-yl) phenyl) (5-(3,5-dimethylisoxazol-4-yl)-2-methylanilino) amino) pentyloxy) acetate